4-bromo-7-fluoro-2-(oxetan-2-yl)indazole BrC=1C2=CN(N=C2C(=CC1)F)C1OCC1